methyl 4-amino-1-(5-methylpyridin-2-yl)-2-oxo-7-(trifluoromethyl)-1,2-dihydro-1,8-naphthyridine-3-carboxylate NC1=C(C(N(C2=NC(=CC=C12)C(F)(F)F)C1=NC=C(C=C1)C)=O)C(=O)OC